FC(C1=CC=C(C=C1)/C=C/C1CCN(CC1)C(C=C)=O)(F)F 1-{4-[(E)-2-[4-(trifluoromethyl)phenyl]ethenyl]piperidin-1-yl}prop-2-en-1-one